NC1=C2C(=NC=N1)N(N=C2C#CC2=CC1=C(N(C(=N1)C)CC)C=C2)[C@H]2C[C@@H](N(C2)C(=O)OC(C)(C)C)COC (2R,4S)-tert-butyl 4-(4-amino-3-((1-ethyl-2-methyl-1H-benzo[d]imidazol-5-yl)ethynyl)-1H-pyrazolo[3,4-d]pyrimidin-1-yl)-2-(methoxymethyl)pyrrolidine-1-carboxylate